17-oxo-4,7,10,13-tetraoxa-16-aza-nonadecanoic acid O=C(NCCOCCOCCOCCOCCC(=O)O)CC